C1(=CC=CC2=CC=CC=C12)C(=O)N1CCN(CC1)C([C@H](CCCCNC(C=C)=O)NC(CCC1=CC=CC=C1)=O)=O (S)-N-(6-(4-(1-naphthoyl)piperazin-1-yl)-6-oxo-5-(3-phenylpropanamido)hexyl)acrylamide